C(C)OC(CCNC=1C=CC=C2C(=CN(C12)C)C1CCN(CC1)C(=O)OC(C)(C)C)=O tert-butyl 4-(7-((3-ethoxy-3-oxopropyl)amino)-1-methyl-1H-indol-3-yl)piperidine-1-carboxylate